gamma-mercaptooctyl-trimethoxysilane SC(CC[Si](OC)(OC)OC)CCCCC